perfluoro-3,6,9,12,15,18,21-heptaoxadocosan-1-ol FC(C(OC(C(OC(C(OC(C(OC(C(OC(C(OC(C(OC(F)(F)F)(F)F)(F)F)(F)F)(F)F)(F)F)(F)F)(F)F)(F)F)(F)F)(F)F)(F)F)(F)F)(F)F)(O)F